1,1-dimethyl-2-propenyl α-methallyloxymethylacrylate C(C(C)=C)OCC(C(=O)OC(C=C)(C)C)=C